2-(3-chloro-2-methylphenyl)propan-2-ol Methyl-(2S,3R,4S)-3-fluoro-4-hydroxy-1-(9-phenylfluoren-9-yl)pyrrolidine-2-carboxylate C[C@]1(N(C[C@@H]([C@@H]1F)O)C1(C2=CC=CC=C2C=2C=CC=CC12)C1=CC=CC=C1)C(=O)OC(C)(C)C1=C(C(=CC=C1)Cl)C